CC1(C(N(C(N1)=O)C=1C=NC(=NC1)OC=1C=C2C(=CC1)COC21CCC1)=O)C 5,5-dimethyl-3-(2-spiro[1H-isobenzofuran-3,1'-cyclobutane]-5-yloxypyrimidin-5-yl)imidazolidine-2,4-dione